COC1=CC=NC2=CC(=CC=C12)/C=C/C(=O)OCC Ethyl (E)-3-(4-methoxyquinolin-7-yl)acrylate